C(CC)C1=NC=CN1CCCCC propyl-3-pentylimidazole